7-(2-bromo-6,7-dihydrothiazolo[5,4-c]pyridin-5(4H)-yl)-2,3,8-trimethyl-4H-pyrimido[1,2-b]pyridazin-4-one BrC=1SC=2CN(CCC2N1)C=1C(=CC=2N(N1)C(C(=C(N2)C)C)=O)C